O[C@@H](CN(C[C@@H]([C@H]([C@@H]([C@@H](CO)O)O)O)O)CC1CCN(CC1)C(=O)C1=CC2=C(N(CN2CC)CC)C=C1)[C@H]([C@@H]([C@@H](CO)O)O)O 5-[4-({bis[(2S,3R,4R,5R)-2,3,4,5,6-pentahydroxyhexyl]Amino}methyl)piperidine-1-carbonyl]-1,3-diethyl-1H-1,3-benzodiazole